C(C)(C)(C)OC(=O)N1CC(C1)OCC(=O)O 2-((1-(tert-butoxycarbonyl)azetidin-3-yl)oxy)acetic acid